thiodiethylene bis(3-(3,5-di-tert-butyl-4-hydroxyphenyl)propionate) C(C)(C)(C)C=1C=C(C=C(C1O)C(C)(C)C)CCC(=O)OCCSCCOC(CCC1=CC(=C(C(=C1)C(C)(C)C)O)C(C)(C)C)=O